racemic-4-iodo-3-methyl-1-(1-phenylethyl)-1H-pyrazole IC=1C(=NN(C1)[C@H](C)C1=CC=CC=C1)C |r|